C[C@H]1O[C@H](CN(C1)C1=CC=CC(=N1)C=1C=C2C=C(N=CC2=CC1)CC(=O)N[C@H]1CN(C[C@@H]1O)C(=O)OC(C)(C)C)C tert-butyl (3S,4S)-3-(2-(6-(6-((2R,6S)-2,6-dimethylmorpholino)pyridin-2-yl)isoquinolin-3-yl)acetamido)-4-hydroxypyrrolidine-1-carboxylate